CC(CCC=C(C)C)O 1,5-dimethyl-4-hexenol